1-cyclopropyl-N-[2-(2-fluoro-3-hydroxy-3-methyl-butyl)-6-methoxy-pyrazolo[1,5-a]pyridin-5-yl]-2-oxo-pyridine-3-carboxamide C1(CC1)N1C(C(=CC=C1)C(=O)NC1=CC=2N(C=C1OC)N=C(C2)CC(C(C)(C)O)F)=O